C([C@@H]1[C@H]([C@@H]([C@H]([C@H](O1)O[C@H]([C@@H](CO)O)[C@@H]([C@H](C=O)O)O)O)O)O)O.O MALTOSE monohydrate